2-chloro-4-(2-(dibenzo[b,d]thiophen-2-yl)phenyl)-6-(3-(triphenylsilyl)phenyl)-1,3,5-triazine ClC1=NC(=NC(=N1)C1=C(C=CC=C1)C1=CC2=C(SC3=C2C=CC=C3)C=C1)C1=CC(=CC=C1)[Si](C1=CC=CC=C1)(C1=CC=CC=C1)C1=CC=CC=C1